2(3h)-benzofuranone O1C(CC2=C1C=CC=C2)=O